CC(C(C)O)CC=1C(CCCC1C)(C)C 3-methyl-4-(2,2,6-trimethylcyclohexen-1-yl)-2-butanol